6-bromo-4-fluoro-2-(1-methyl-4-piperidinyl)benzotriazole BrC=1C=C(C=2C(=NN(N2)C2CCN(CC2)C)C1)F